C1(CC1)C(=O)N1CCC(CC1)(O)CN1C=NC2=C(C1=O)C=NN2C2=CC=C(C=C2)NS(=O)(=O)C2=CC=C(C=C2)C N-(4-{5-[(1-cyclopropanecarbonyl-4-hydroxypiperidin-4-yl)methyl]-4-oxo-1H,4H,5H-pyrazolo[3,4-d]pyrimidin-1-yl}phenyl)-4-methylbenzene-1-sulfonamide